(S)-1-(6-chloro-4-isopropyl-2,7-naphthyridin-1-yl)-N-methoxy-N-methylazetidine-2-carboxamide ClC=1C=C2C(=CN=C(C2=CN1)N1[C@@H](CC1)C(=O)N(C)OC)C(C)C